3-((3-((4-(((4-(4-((1S,2R)-6-hydroxy-2-phenyl-1,2,3,4-tetrahydronaphthalen-1-yl)phenoxy)butyl)amino)methyl)benzyl)oxy)phenyl)amino)piperidine-2,6-dione OC=1C=C2CC[C@H]([C@H](C2=CC1)C1=CC=C(OCCCCNCC2=CC=C(COC=3C=C(C=CC3)NC3C(NC(CC3)=O)=O)C=C2)C=C1)C1=CC=CC=C1